ClC1=CC=C(C(=N1)C=1N=NN(N1)C)N1C(C2=CC=CC=C2C1=O)=O 2-(6-chloro-2-(2-methyl-2H-tetrazol-5-yl)pyridin-3-yl)isoindoline-1,3-dione